ClC1=C(C=CC=C1)[C@@H]1N(CC[C@@H](C1)C(C)(F)F)C(=O)N[C@@H](C)\C=C\S(=O)(=O)C (2R,4S)-2-(2-chlorophenyl)-4-(1,1-difluoroethyl)-N-((S,E)-4-(methylsulfonyl)but-3-en-2-yl)piperidine-1-carboxamide